ClC1=CC(=NC(=C1O)Cl)C(=O)NC1=C2C(N(C=NC2=CC=C1)CC1=CC=C(C=C1)F)=O 4,6-dichloro-N-{3-[(4-fluorophenyl)methyl]-4-oxo-3,4-dihydroquinazolin-5-yl}-5-hydroxypyridine-2-carboxamide